(3R)-3-(4-Chlorophenyl)-2-[(5-chloropyridin-2-yl)methyl]-6-[1-(1,2-dimethyl-1H-imidazol-4-yl)-1-hydroxyethyl]-4-fluoro-3-methoxy-2,3-dihydro-1H-isoindol-1-on ClC1=CC=C(C=C1)[C@@]1(N(C(C2=CC(=CC(=C12)F)C(C)(O)C=1N=C(N(C1)C)C)=O)CC1=NC=C(C=C1)Cl)OC